C(C)OP(=O)(OCC)COC1=CC=C(C=C1)C[C@@H]([C@@H](CN(S(=O)(=O)C1=CC2=C(N=CS2)C=C1)CC(C)C)O)NC(O[C@H]1CO[C@H]2OCC[C@H]21)=O (3R,3aS,6aR)-hexahydrofuro[2,3-b]furan-3-yl ((2S,3R)-1-(4-((diethoxyphosphoryl)methoxy)phenyl)-3-hydroxy-4-(N-isobutylbenzo[d]thiazole-6-sulfonamido)butan-2-yl)carbamate